FC1=C(C=C(C(=C1)N1C[C@H](N([C@H](C1)C)C)C)NC(=O)C1=CN(C(C=C1C(F)(F)F)=O)C)C1=CCCN(C1)C(=O)OC(C)(C)C |r| tert-butyl 5-[2-fluoro-5-[[1-methyl-6-oxo-4-(trifluoromethyl)pyridine-3-carbonyl]amino]-4-[rac-(3R,5S)-3,4,5-trimethylpiperazin-1-yl]phenyl]-3,6-dihydro-2H-pyridine-1-carboxylate